ClC=1C=CC2=C([C@@H](N(C[C@H](O2)C)C(=O)OC(C)(C)C)C)N1 tert-butyl (2R,5S)-7-chloro-2,5-dimethyl-2,3-dihydropyrido[2,3-f][1,4]oxazepine-4(5H)-carboxylate